methyl (R)-5-(((6-bromo-2,3,4,9-tetrahydro-1H-carbazol-1-yl)amino)methyl)thiophene-2-carboxylate BrC=1C=C2C=3CCC[C@H](C3NC2=CC1)NCC1=CC=C(S1)C(=O)OC